N1N=CC2=CC(=CC=C12)NC1=NC(=NC(=C1)C)C1=CC=C2C=C(NC2=C1)C(=O)NC1=CN=NC=C1 6-(4-((1H-indazol-5-yl)amino)-6-methyl-pyrimidin-2-yl)-N-(pyridazin-4-yl)-1H-indole-2-carboxamide